2-[3-[(Dimethylamino)methyl]morpholin-4-yl]oxazolo[4,5-b]pyridin-5-yl-3-methyl-5-(trifluoromethyl)phenol CN(C)CC1N(CCOC1)C=1OC=2C(=NC(=CC2)C2=C(C=C(C=C2C)C(F)(F)F)O)N1